2-(diethoxyphosphoryl)-7-(2-methylprop-1-en-1-yl)-7,8-dihydro-1,6-naphthyridine C(C)OP(=O)(OCC)C1=NC=2CC(N=CC2C=C1)C=C(C)C